FC1=C(C=C(C(=C1)C=1C=NNC1)F)C1=CC2=C(N=N1)N=C(S2)N(C2CCNCC2)C 3-[2,5-Difluoro-4-(1H-pyrazol-4-yl)phenyl]-N-methyl-N-(piperidin-4-yl)[1,3]thiazolo[4,5-c]pyridazin-6-amin